6-azido-2-(4'-azidophenyl)benzimidazole N(=[N+]=[N-])C=1C=CC2=C(N=C(N2)C2=CC=C(C=C2)N=[N+]=[N-])C1